C(C)(C)(C)OC(=O)N1CCC(C(CC1)C(=O)O)C(=O)O 1-tert-butoxycarbonylazepane-4,5-dicarboxylic acid